(S)-(4-(difluoromethyl)-2-(pyridin-3-yl)oxazol-5-yl)(4-(7-fluorobenzo[d]oxazol-2-yl)-6,7-dihydro-1H-imidazo[4,5-c]pyridin-5(4H)-yl)methanone FC(C=1N=C(OC1C(=O)N1[C@@H](C2=C(CC1)NC=N2)C=2OC1=C(N2)C=CC=C1F)C=1C=NC=CC1)F